6-(bicyclo[2.2.1]heptan-1-ylcarbamoyl)picolinic acid C12(CCC(CC1)C2)NC(=O)C2=CC=CC(=N2)C(=O)O